3-Chloro-5-nitro-2-(1H-pyrazol-1-yl)pyridine ClC=1C(=NC=C(C1)[N+](=O)[O-])N1N=CC=C1